[18F]C(CCSCCC(=O)O)CC1C(C1)CCCCCCCC 3-{[3-[18F]fluoro-4-(2-octylcyclopropyl)butyl]sulfanyl}propanoic acid